N-[(1S)-5-[2-(2-aminopyridin-3-yl)-5-chloroimidazo[4,5-b]pyridin-3-yl]-2,3-dihydro-1H-inden-1-yl]acetamide NC1=NC=CC=C1C1=NC=2C(=NC(=CC2)Cl)N1C=1C=C2CC[C@@H](C2=CC1)NC(C)=O